C1(=CC=CC=C1)CCCNC1=NC=CC(=C1)C=1C=C2C(=NNC2=CC1)N 5-(2-((3-phenylpropyl)amino)pyridin-4-yl)-1H-indazol-3-amine